OC(C(C(C(CO)O)O)O)O 1,2,3,4,5-pentahydroxyamyl alcohol